C1(CC1)C1=NC=NC(=C1C1=NC=C(C(=N1)NCC1=CC(=C(C=C1)N1N=C(C=C1C)C(F)(F)F)F)P(C)(C)=O)OC (4'-Cyclopropyl-4-((3-fluoro-4-(5-methyl-3-(trifluoromethyl)-1H-pyrazol-1-yl)benzyl)amino)-6'-methoxy-[2,5'-bipyrimidin]-5-yl)dimethylphosphine oxide